(R)-benzyl 2-(2-((tert-butoxycarbonyl) amino)-4-hydroxybutyl)-1-methylhydrazine-1-carboxylate C(C)(C)(C)OC(=O)N[C@@H](CNN(C(=O)OCC1=CC=CC=C1)C)CCO